CN1CCN(CC1)C=1C=C(C=CC1)C(C)=O 1-(3-(4-methylpiperazin-1-yl)phenyl)ethan-1-one